COC(=O)C1=C(C2=C(N1)C=C(S2)C2CCN(CC2)C(=O)OC(C)(C)C)Br 6-bromo-2-(1-(tert-butoxycarbonyl)piperidin-4-yl)-4H-thieno[3,2-b]Pyrrole-5-carboxylic acid methyl ester